(1R,2R)-ethyl 2-(1-((tert-butyldiphenylsilyl)oxy)-3-methoxypropyl)cyclopropanecarboxylate [Si](C1=CC=CC=C1)(C1=CC=CC=C1)(C(C)(C)C)OC(CCOC)[C@H]1[C@@H](C1)C(=O)OCC